8-benzyl-3-(trifluoromethyl)-6,6a,7,8,9,10-hexahydro-5H-pyrazino[1,2-a][1,8]Naphthyridine-5-ol C(C1=CC=CC=C1)N1CC2N(C=3N=CC(=CC3C(C2)O)C(F)(F)F)CC1